bis(2-ethylhexyl) peroxydicarbonate bis(4-t-butylcyclohexyl)peroxydicarbonate C(C)(C)(C)C1CCC(CC1)OC(=O)OOC(=O)OC1CCC(CC1)C(C)(C)C.C(=O)(OCC(CCCC)CC)OOC(=O)OCC(CCCC)CC